COC1=CC=C(C=C1)C#CC=1C2=C(SC1C=O)C=CC1=CC=CC=C12 1-((4-methoxyphenyl)ethynyl)naphtho[2,1-b]Thiophene-2-carbaldehyde